2-chloro-4-methyl-6-(2-methyl-2H-1,2,3-triazol-4-yl)pyridine ClC1=NC(=CC(=C1)C)C1=NN(N=C1)C